[N+](=O)([O-])C1=CC=C(C=N1)N1C[C@H](CCC1)NC(=O)OC(C)(C)C 2-methylpropan-2-yl {[(3S)-1-(6-nitropyridin-3-yl) hexahydropyridin-3-yl] amino}carboxylate